(S)-4-(4-Acryloyl-2-methylpiperazin-1-yl)-7-chloro-6-fluoro-1-(2-isopropyl-4-(methylthio)pyridine-3-yl)pyrido[2,3-d]pyrimidin-2(1H)-one C(C=C)(=O)N1C[C@@H](N(CC1)C=1C2=C(N(C(N1)=O)C=1C(=NC=CC1SC)C(C)C)N=C(C(=C2)F)Cl)C